N-[(beta-carbolin-1-yl)methyl]-9-(3-phenylpropyl)-beta-carbolin-1-amine C1(=NC=CC=2C3=CC=CC=C3NC12)CNC1=NC=CC=2C3=CC=CC=C3N(C12)CCCC1=CC=CC=C1